1,3-dimethoxy-5-[(E)-2-phenylvinyl]-2-(prop-1-en-2-yl)benzene COC1=C(C(=CC(=C1)\C=C\C1=CC=CC=C1)OC)C(=C)C